methylvinylbis(3-methyl-1-butyn-3-yloxy)silane CC=C[SiH](OC(C#C)(C)C)OC(C#C)(C)C